C[C@@]12CCC[C@H]1[C@@H]1CC=C3CCCC[C@]3(C)[C@H]1CC2 Androst-5-Ene